C(C)OC(CC(C)OC(\C=C/C(=O)O)=O)=O maleic acid mono-(4-ethoxy-4-oxo-butan-2-yl) ester